IC1=CC(=C(C(=O)N)C=C1)N1CCC2(CC2)CC1 4-iodo-2-(6-azaspiro[2.5]octane-6-yl)benzamide